FC(OC1=CC=C(C=C1)N1CC=2C(=NC=CC2C1=O)C1=C(C=C(C=C1)F)OCC1(COC1)F)F 2-[4-(difluoromethoxy)phenyl]-4-{4-fluoro-2-[(3-fluorooxetan-3-yl)methoxy]phenyl}-2,3-dihydro-1H-pyrrolo[3,4-c]pyridin-1-one